N-(cyclopropylmethyl)-4-(4-fluorophenyl)pyrimidin-2-amine C1(CC1)CNC1=NC=CC(=N1)C1=CC=C(C=C1)F